carboxy-1-ethyl-(3-dimethylaminopropyl)carbodiimide C(=O)(O)C(CCN=C=NCC)N(C)C